4,4'-(6-{[1-(propan-2-yl)-1H-pyrazolo[4,3-c]pyridin-6-yl]amino}pyrimidine-2,4-diyl)bis[N-(2-methoxyethyl)piperazine-1-carboxamide] CC(C)N1N=CC=2C=NC(=CC21)NC2=CC(=NC(=N2)N2CCN(CC2)C(=O)NCCOC)N2CCN(CC2)C(=O)NCCOC